4-Hydroxy-2-oxo-1-(pyridin-2-yl)-7-(trifluoromethyl)-1,2-dihydro-1,8-naphthyridine-3-carbonitrile OC1=C(C(N(C2=NC(=CC=C12)C(F)(F)F)C1=NC=CC=C1)=O)C#N